tert-butyl N-(2-[2-[4-(difluoromethoxy)benzenesulfonyl]-4H,6H-pyrrolo[3,4-c]pyrazol-5-yl]-1-(3-fluorophenyl)-2-oxoethyl)carbamate FC(OC1=CC=C(C=C1)S(=O)(=O)N1N=C2C(=C1)CN(C2)C(C(C2=CC(=CC=C2)F)NC(OC(C)(C)C)=O)=O)F